CC1=C(C=CC(=C1)C)COC1CN(C1)C(=O)N1C[C@@H]2[C@@H](OCC(N2)=O)CC1 (4aR,8aS)-6-[3-[(2,4-dimethylphenyl)methoxy]azetidine-1-carbonyl]-4,4a,5,7,8,8a-hexahydropyrido[4,3-b][1,4]oxazin-3-one